2-((4,5-Dimethylfuran-2-yl)methyl)-8-(2-fluorobenzyl)-6-phenylimidazo[1,2-a]pyrazin-3(7H)-one CC=1C=C(OC1C)CC1=NC=2N(C=C(NC2CC2=C(C=CC=C2)F)C2=CC=CC=C2)C1=O